NC1=NC=CC(=C1O[C@@H]1COCC1)CO (S)-(2-amino-3-((tetrahydrofuran-3-yl)oxy)pyridin-4-yl)methanol